ClC1=CC2=C(N=N1)N(C(C2)C)[C@H]2CN(CCC2)C 3-chloro-6-methyl-7-[(3R)-1-methylpiperidin-3-yl]-6,7-dihydro-5H-pyrrolo[2,3-c]pyridazine